[Br-].CN1CC[N+]2(CC1)CCCCC2 3-methyl-3,6-diazaspiro[5.5]undecane-6-ium bromide